5-(4-iodophenyl)-1,2,4-oxadiazol-3-amine IC1=CC=C(C=C1)C1=NC(=NO1)N